C(#N)C1=C(C=CC(=C1)F)N1CC2(C1)CC(C2)OC=2C(=NC(=CC2)C=2C(=NC=CC2)OCC)C(=O)N[C@H]2[C@@H](CC(C2)(F)F)O |r| 3-[[2-(2-cyano-4-fluorophenyl)-2-azaspiro[3.3]heptan-6-yl]oxy]-6-(2-ethoxypyridin-3-yl)-N-[rac-(1R,2R)-4,4-difluoro-2-hydroxycyclopentyl]pyridine-2-carboxamide